OCC1=NN2C(CN(CC2)C(=O)OC(C2=CC=CC=C2)[N+](=O)[O-])=C1 nitrobenzyl 2-(hydroxymethyl)-6,7-dihydropyrazolo[1,5-a]pyrazine-5(4H)-carboxylate